5-chloro-2-(methylthio)benzothiazole ClC=1C=CC2=C(N=C(S2)SC)C1